The molecule is a purine 2'-deoxyribonucleoside 5'-diphosphate that is the 8-oxo derivative of dADP. It derives from a 2'-deoxyadenosine 5'-monophosphate. It is a conjugate acid of an 8-oxo-dAMP(2-). It is a tautomer of an 8-hydroxy-dAMP. C1[C@@H]([C@H](O[C@H]1N2C3=NC=NC(=C3NC2=O)N)COP(=O)(O)O)O